diisobutyl-1,4-dimethyl-bicyclo[2.2.2]oct-5-ene-2,3-dicarboxylic acid C(C(C)C)C1=C(C2(C(C(C1(CC2)C)C(=O)O)C(=O)O)C)CC(C)C